C(#N)C1(CC1)NS(=O)(=O)C=1C=C(C=2N(C1)C(=NC2)C=2SC(=NN2)C(F)F)N2C[C@H](N(CC2)C(C(C)(C)C)=O)C (R)-N-(1-cyanocyclopropyl)-3-(5-(difluoromethyl)-1,3,4-thiadiazol-2-yl)-8-(3-methyl-4-pivaloylpiperazin-1-yl)imidazo[1,5-a]pyridine-6-sulfonamide